tert-butyl(2-(2-chloro-4-((5-chloro-4-((2-(dimethylphosphoryl)phenyl)amino)pyrimidin-2-yl)amino)phenyl)-2-azaspiro[3.3]heptan-6-yl)carbamate C(C)(C)(C)OC(NC1CC2(CN(C2)C2=C(C=C(C=C2)NC2=NC=C(C(=N2)NC2=C(C=CC=C2)P(=O)(C)C)Cl)Cl)C1)=O